methyl 1-[3-[(tert-butoxycarbonyl)(methyl)amino]cyclobutyl]-5-fluoropyrrolo[2,3-b]pyridine-3-carboxylate C(C)(C)(C)OC(=O)N(C1CC(C1)N1C=C(C=2C1=NC=C(C2)F)C(=O)OC)C